[N+](=O)([O-])C=1C=NC=2CCC3(CC2C1)OCCO3 3'-nitro-7',8'-dihydro-5'H-spiro[1,3-dioxolane-2,6'-quinoline]